3-hydroxy-2-(hydroxymethyl)propyl 4,4-bis(octyloxy)butanoate C(CCCCCCC)OC(CCC(=O)OCC(CO)CO)OCCCCCCCC